4-hydroxy-3-[(1R,6R)-3-methyl-6-(prop-1-en-2-yl)cyclohex-2-en-1-yl]-6-pentyl-2-{[(3R,4R,5S,6S)-4,5,6-trihydroxy-3-(hydroxymethyl)oxan-2-yl]oxy}benzoic acid OC1=C(C(=C(C(=O)O)C(=C1)CCCCC)OC1O[C@@H]([C@H]([C@@H]([C@H]1CO)O)O)O)[C@@H]1C=C(CC[C@H]1C(=C)C)C